3-(butyloxy)phenol C(CCC)OC=1C=C(C=CC1)O